C(C)(C)OC1=CN=C(C=C1C#N)C1=NSC(=N1)NC1=NC=CC=C1C(C)C 5-isopropoxy-2-(5-(3-isopropylpyridin-2-ylamino)-1,2,4-thiadiazol-3-yl)isonicotinonitrile